methyl 3-(3-(4-amino-1-oxoisoindolin-2-yl)-2,6-dioxopiperidin-1-yl)propanoate NC1=C2CN(C(C2=CC=C1)=O)C1C(N(C(CC1)=O)CCC(=O)OC)=O